3-(4-(1-(2-(methylsulfonyl)ethyl)-1H-pyrazol-4-yl)-1-(4-(trifluoromethoxy)phenyl)-1H-pyrazolo[3,4-b]pyridin-3-yl)azetidine-1-carboxylic acid tert-butyl ester C(C)(C)(C)OC(=O)N1CC(C1)C1=NN(C2=NC=CC(=C21)C=2C=NN(C2)CCS(=O)(=O)C)C2=CC=C(C=C2)OC(F)(F)F